FC1=C(C=C(CN2C[C@@H](N(C[C@H]2C)C2=CC(N(C=3C=CC(=NC23)C#N)C)=O)C)C=C1)OC(F)(F)F 8-((2s,5r)-4-(4-fluoro-3-(trifluoromethoxy)benzyl)-2,5-dimethylpiperazin-1-yl)-5-methyl-6-oxo-5,6-dihydro-1,5-naphthyridine-2-carbonitrile